F[Sb-](F)(F)(F)(F)F.OC1=CC=C(C=C1)[S+](CC1=CC=CC=C1)C 4-hydroxyphenyl-methyl-benzyl-sulfonium hexafluoroantimonate